Propyl-dimethoxymethyl-silane methacrylate C(C(=C)C)(=O)O.C(CC)[SiH2]C(OC)OC